(3R)-4-[4-(dimethyl-1H-1,2,3-triazol-5-yl)-5-methyl-7-[1-(oxan-2-yl)-1H-pyrazol-5-yl]imidazo[1,5-b]pyridazin-2-yl]-3-methylmorpholine CC=1N=NN(C1C=1C=2N(N=C(C1)N1[C@@H](COCC1)C)C(=NC2C)C2=CC=NN2C2OCCCC2)C